C1(CC1)N1N=CC(=C1)C=1C=C(C=CC1)N(C(=O)[C@@H]1CC[C@H](CC1)NC(COCCCO)=O)C[C@@H]1CC[C@H](CC1)C1=CC(=C(C=C1)OC)C trans-N-(3-(1-Cyclopropyl-1H-pyrazol-4-yl)phenyl)-4-(2-(3-hydroxypropoxy)acetamido)-N-((trans-4-(4-methoxy-3-methylphenyl)cyclohexyl)methyl)-cyclohexanecarboxamide